Para-nitrotrifluoromethoxybenzene [N+](=O)([O-])C1=CC=C(C=C1)OC(F)(F)F